FC1=C(C=C(C=C1O)O)C=CC1=CC=C(O)C=C1 fluororesveratrol